4-Fluoro-N-((1s,4s)-4-((7-morpholino-1,6-naphthyridin-5-yl)oxy)cyclohexyl)benzamide FC1=CC=C(C(=O)NC2CCC(CC2)OC2=C3C=CC=NC3=CC(=N2)N2CCOCC2)C=C1